((S)-l-1-(2,4-difluorophenyl)-3-hydroxy-6-oxo-10-(trifluoromethyl)-3,4-dihydro-2H,6H-[1,4]thiazepino[2,3,4-ij]quinazolin-8-yl)-3-methylpiperazine-1-carboxylate FC1=C(C=CC(=C1)F)S1C[C@H](CN2C(N=C(C3=CC(=CC1=C23)C(F)(F)F)OC(=O)N2CC(NCC2)C)=O)O